7β-amino-3-(1-methyl-1H-tetrazol-5-ylsulfanylmethyl)-3-cephem-4-carboxylic acid N[C@H]1[C@@H]2N(C(=C(CS2)CSC2=NN=NN2C)C(=O)O)C1=O